4-ethynyl-7-fluoro-N,N-dimethyl-1-(tetrahydro-2H-pyran-2-yl)-1H-indazol-6-amine C(#C)C1=C2C=NN(C2=C(C(=C1)N(C)C)F)C1OCCCC1